O=C1N(C(C2=C(N1)C=C(C=N2)CN2CCN(CC2)C=2C=CC(=NC2)C(=O)NC)=O)C(F)(F)F 5-(4-((2,4-dioxo-3-(trifluoromethyl)-1,2,3,4-tetrahydropyrido[3,2-d]pyrimidin-7-yl)methyl)piperazin-1-yl)-N-methylpicolinamide